tert-butyl (2R,3S,4S)-4-[(tert-butoxycarbonyl)oxy]-2-[(4-methoxy phenyl)methyl]-3-({[2-(1H-pyrazol-3-yl)ethyl]carbamoyl}oxy)pyrrolidine-1-carboxylate C(C)(C)(C)OC(=O)O[C@@H]1[C@H]([C@H](N(C1)C(=O)OC(C)(C)C)CC1=CC=C(C=C1)OC)OC(NCCC1=NNC=C1)=O